C(C)C=1C(C2=CC(=CC(=C2C(C1CC1=NC=C(C=C1)OC(F)(F)F)=O)F)F)=O 2-ethyl-5,7-difluoro-3-((5-(trifluoromethoxy)pyridin-2-yl)methyl)naphthalene-1,4-dione